C[C@H]1COC2=C(CN1S(=O)(=O)C)C=CC(=C2)C#N (S)-3-methyl-4-(methylsulfonyl)-2,3,4,5-tetrahydrobenzo[f][1,4]oxazepine-8-carbonitrile